OC=1C=NC(=NC1)N1CCC2(CCCNC2=O)CC1 9-(5-hydroxypyrimidin-2-yl)-2,9-diazaspiro[5.5]undecan-1-one